NCC1=CC=C(C=C1)C1=C(C(=CC=C1)S(=O)(=O)N1CCC2(C[C@@H](CO2)NC[C@@H](COC2=CC(=CC=C2)S(=O)(=O)C2CC2)O)CC1)OC (S)-1-((S)-8-(4'-(aminomethyl)-2-methoxybiphenyl-3-ylsulfonyl)-1-oxa-8-azaspiro[4.5]decan-3-ylamino)-3-(3-(cyclopropylsulfonyl)phenoxy)propan-2-ol